4-[[2-(5-Fluoro-2-hydroxy-phenyl)acetyl]amino]-N-[1-(hydroxymethyl)cyclobutyl]pyridine-2-carboxamide FC=1C=CC(=C(C1)CC(=O)NC1=CC(=NC=C1)C(=O)NC1(CCC1)CO)O